FC1(CCN(CC1)CCNC(=O)NC1=CC=C(C=C1)OC1CC(C1)N1CCCCC1)F 1-(2-(4,4-difluoropiperidin-1-yl)ethyl)-3-(4-(3-(piperidin-1-yl)cyclobutoxy)phenyl)urea